C(C)C1=C(C(=NN1CC1CC(C1)(F)F)C(C(F)(F)F)(F)F)C ethyl-1-((3,3-difluorocyclobutyl)methyl)-4-methyl-3-(perfluoroethyl)-1H-pyrazole